C(C)C(C(O)C)(CCC)CC 2-ethyl-methyl-2-ethyl-pentanol